C(C)(C)(C)OC(=O)C=1C=C(C2=C(OC(O2)(C2=CC=CC=C2)C2=CC=CC=C2)C1)OC(=O)C1=CC2=C(OC(O2)(C2=CC=CC=C2)C2=CC=CC=C2)C=C1C(=O)OC(C)(C)C 6-(tert-butoxycarbonyl)-2,2-diphenylbenzo[d][1,3]dioxol-5-carboxylic acid 6-(tert-butoxycarbonyl)-2,2-diphenylbenzo[d][1,3]dioxol-4-yl ester